C(C1=CC=CC=C1)OC1=CC(=CC=C1)C(=C)C1CC1 1-(benzyl-oxy)-3-(1-cyclopropylvinyl)benzene